O=C1NC=C(C=2C1=CNN2)C(=O)N 4-oxo-2H,4H,5H-pyrazolo[4,3-c]Pyridine-7-carboxamide